C(CCC\C=C/C\C=C/C\C=C/C\C=C/C\C=C/C)OC(C(=O)O)CC 2-(((5Z,8Z,11Z,14Z,17Z)-nonadeca-5,8,11,14,17-pentaen-1-yl)oxy)butanoic acid